C(#N)N1[C@H]2[C@@H](C[C@@H]1CC2)NC(=O)C=2OC(=CC2)C2=CC=CC=C2 N-((1R,2R,4S)-7-cyano-7-azabicyclo[2.2.1]heptan-2-yl)-5-phenyl-2-furancarboxamide